C(C1=CC=CC=C1)NC1CCC12CCN(CC2)C(=O)OC(C)(C)C tert-butyl 1-(benzylamino)-7-azaspiro[3.5]nonane-7-carboxylate